(3R)-3-amino-5-[(4-chlorophenyl)methyl]-8-fluoro-7-[5-(1-methyl-1-methylsulfonyl-ethyl)-1,3,4-oxadiazol-2-yl]-1,1-dioxo-2,3-dihydro-1λ6,5-benzothiazepine-4-One N[C@H]1CS(C2=C(N(C1=O)CC1=CC=C(C=C1)Cl)C=C(C(=C2)F)C=2OC(=NN2)C(C)(S(=O)(=O)C)C)(=O)=O